5-Amino-3-(4-bromophenyl)-1-(2-fluorocyclopentyl)pyrazole-4-carbonitrile NC1=C(C(=NN1C1C(CCC1)F)C1=CC=C(C=C1)Br)C#N